FC1=CC=C(CC2=C3C(=C4C(CNC4=C2)(C)C)SC=N3)C=C1 4-(4-fluorobenzyl)-8,8-dimethyl-7,8-dihydro-6H-thiazolo[5,4-e]indol